9,10-bis(2-ethylhexyloxy)anthracene C(C)C(COC=1C2=CC=CC=C2C(=C2C=CC=CC12)OCC(CCCC)CC)CCCC